(S)-5-(((4-((2-(hydroxymethyl)piperidin-1-yl)methyl)-7-((2-methyl-[1,1'-biphenyl]-3-yl)methoxy)-2,3-dihydro-1H-inden-5-yl)oxy)methyl)nicotinonitrile OC[C@H]1N(CCCC1)CC1=C2CCCC2=C(C=C1OCC=1C=NC=C(C#N)C1)OCC=1C(=C(C=CC1)C1=CC=CC=C1)C